(2s)-2-(2,6-dichloro-4-(2-(methyl(3-hydroxyphenyl)phosphoryl)ethyl)benzylamino)-3-(5-(methylsulfonyl)pyridine-3-yl)propionic acid ClC1=C(CN[C@H](C(=O)O)CC=2C=NC=C(C2)S(=O)(=O)C)C(=CC(=C1)CCP(=O)(C1=CC(=CC=C1)O)C)Cl